1-(3,5-dichlorophenyl)-4-(dimethylamino)-1H-pyrazolo[3,4-b]pyridine-5-carboxylic acid ClC=1C=C(C=C(C1)Cl)N1N=CC=2C1=NC=C(C2N(C)C)C(=O)O